FC1(CCC(CC1)N(C(=O)[C@H]1N([C@@H]2C[C@@H]2C1)S(=O)(=O)C1=CC=C(C)C=C1)CC1=CC2=C(CCO2)C=C1F)F (1R,3S,5R)-2-(Toluene-4-sulfonyl)-2-azabicyclo[3.1.0]hexane-3-carboxylic acid (4,4-difluoro-cyclohexyl)-(5-fluoro-2,3-dihydro-benzofuran-6-ylmethyl)-amide